1-(2,6-dioxo-3-piperidyl)-3-methyl-2-oxo-benzimidazole-5-carboxylic acid O=C1NC(CCC1N1C(N(C2=C1C=CC(=C2)C(=O)O)C)=O)=O